Cl.N1=CC(=CC=C1)C1=CN=C(S1)N (5-pyridin-3-yl-thiazol-2-yl)-amine hydrochloride